2-(4-trifluoromethylbenzyl)-5-(4-chloro-alpha-hydroxybenzyl)-1,3,4-oxadiazole FC(C1=CC=C(CC=2OC(=NN2)C(C2=CC=C(C=C2)Cl)O)C=C1)(F)F